CN1N(C2CCC1C2)C(=O)O[C@H]2C[C@H](CC2)C2=CC(=NN2)N (1R,3S)-3-(3-amino-1H-pyrazol-5-yl)cyclopentyl 3-methyl-2,3-diazabicyclo[2.2.1]heptane-2-carboxylate